ClC1=NC=CC=C1 2-chloro-pyridin